ClC1=CC2=C(C=N1)C(=NN2C2=C(C=C(C=C2)[N+](=O)[O-])OC)NCC2=C(C=C(C=C2)OC)OC 6-Chloro-N-(2,4-dimethoxybenzyl)-1-(2-methoxy-4-nitrophenyl)-1H-pyrazolo[4,3-c]pyridin-3-amine